4-(((1S,2S,4S)-2-(cyclobutyl(methyl)amino)-4-(3-(trifluoromethyl)phenyl)cyclohexyl)amino)-2,5-difluoro-N-(pyrimidin-4-yl)benzenesulfonamide Formate C(=O)O.C1(CCC1)N([C@@H]1[C@H](CC[C@@H](C1)C1=CC(=CC=C1)C(F)(F)F)NC1=CC(=C(C=C1F)S(=O)(=O)NC1=NC=NC=C1)F)C